C(C)(C)(C)OC(=O)N1[C@H](C2=CC=CC(=C2CC1)[C@](CF)(C)O)C (1S)-5-[(1S)-2-fluoro-1-hydroxy-1-methyl-ethyl]-1-methyl-3,4-dihydro-1H-isoquinoline-2-carboxylic acid tert-butyl ester